O=C1CCC(CC1)(C(=O)OCC)C(=O)OCC 1,1-diethyl 4-oxo-1,1-cyclohexanedicarboxylate